L-α-hydroxyisovaleric acid O[C@H](C(=O)O)C(C)C